N-(1-(4-(pentafluoro-λ6-sulfanyl)-benzyl)-1H-indol-5-yl)-acrylamide FS(C1=CC=C(CN2C=CC3=CC(=CC=C23)NC(C=C)=O)C=C1)(F)(F)(F)F